C(N)(=O)C1=NN(C=C1[N+](=O)[O-])[C@@H]1CC[C@H](CC1)N1CCN(CC1)C(=O)OC(C)(C)C tert-butyl 4-((trans)-4-(3-carbamoyl-4-nitro-1H-pyrazol-1-yl)cyclohexyl)piperazine-1-carboxylate